NC1=C(OCCCCS(=O)(=O)O)C=CC(=C1)OCC 4-(2-Amino-4-ethoxyphenoxy)butane-1-sulfonic acid